Dimethyl 5-hydroxyisophthalate OC=1C=C(C=C(C(=O)OC)C1)C(=O)OC